C(CCC)OC(=O)CCCCCCCCCCCOC=1C2=CC=CC=C2C(=C2C=CC=CC12)OCCCCCCCCCCCC(=O)OCCCC 9,10-bis(n-butoxycarbonylundecyleneoxy)anthracene